[2-(CYCLOHEXYLOXY)PHENYL]BORANEDIOL C1(CCCCC1)OC1=C(C=CC=C1)B(O)O